FC(CN1N=NC2=C1C=C(C=C2)C2=CNC=1N=C(N=C(C12)OC)N[C@H]1CCC(N(C1)C)=O)F (S)-5-((5-(1-(2,2-difluoroethyl)-1H-benzo[d][1,2,3]triazol-6-yl)-4-methoxy-7H-pyrrolo[2,3-d]pyrimidin-2-yl)amino)-1-methylpiperidin-2-one